N1=CNC2=NC(=CC=C21)N2[C@H](CCC2)C=2C(=NC=C(C2)F)C#C[C@@H](C)NC(OCC2=CC=CC=C2)=O benzyl ((R)-4-(3-((R)-1-(3H-imidazo[4,5-b]pyridin-5-yl)pyrrolidin-2-yl)-5-fluoropyridin-2-yl)-but-3-yn-2-yl)carbamate